Gadolinium platinum bismuth [Bi].[Pt].[Gd]